N1=CC(=CC=C1)[C@H]1[C@@H](C1)CC(=O)O 2-([trans-2-(Pyridin-3-yl)cyclopropyl])acetic acid